tert-butyl (((2S,3R,4R)-4-(6-carbamoyl-2-fluoro-3-methoxyphenyl)-5-chloro-3-hydroxy-2-(pyridin-2-yl)-2,3-dihydrobenzofuran-2-yl)methyl)carbamate C(N)(=O)C1=CC=C(C(=C1C1=C(C=CC2=C1[C@H]([C@@](O2)(C2=NC=CC=C2)CNC(OC(C)(C)C)=O)O)Cl)F)OC